2-{2-[(6-chloro-4-{[(2,4-dimethoxyphenyl)methyl]amino}pyridazin-3-yl)oxy]ethyl}-2,3-dihydro-1H-isoindole-1,3-dione ClC1=CC(=C(N=N1)OCCN1C(C2=CC=CC=C2C1=O)=O)NCC1=C(C=C(C=C1)OC)OC